C(C)(C)(C)C1=CC=C(C=C1)CCC(C[Se]C#N)[Se]C#N 1-tertiary butyl-4-(3,4-diselenocyanobutyl)benzene